C1N(CC12CCNCC2)CC2=CC=C(C=C2)C=2N=C1N(CCOC3=C1C=CC=N3)C2C2=CC=CC=C2 2-(4-((2,7-Diazaspiro[3.5]nonan-2-yl)methyl)phenyl)-3-phenyl-5,6-dihydroimidazo[1,2-d]pyrido[3,2-f][1,4]oxazepine